C[C@@]1([C@@H](C1)C(=O)O)C1=CC=CC=C1 (1r,2r)-2-methyl-2-phenylcyclopropane-1-carboxylic acid